5-fluoro-1,3-benzoxazol-2-ylamine FC=1C=CC2=C(N=C(O2)N)C1